(rac)-N-butyl-2,5-diphenylphosphonan-1-amine C(CCC)NP1C(CCC(CCCC1)C1=CC=CC=C1)C1=CC=CC=C1